N-methyl-N-palmitoyl-taurine CN(CCS(=O)(=O)O)C(CCCCCCCCCCCCCCC)=O